C(OCC(C)C)(OC=1C(=NC=CC1OC)C(N[C@@H](C)C=1OC(=NN1)C1=CC(=CC=C1)C(C)C)=O)=O (S)-isobutyl (2-((1-(5-(3-isopropylphenyl)-1,3,4-oxadiazol-2-yl)ethyl)carbamoyl)-4-methoxypyridin-3-yl) carbonate